(2R,5S)-5-(4-chlorobenzyl)-2-(4-methyloxazol-2-yl)morpholine 2,2,2-trifluoro-acetate FC(C(=O)O)(F)F.ClC1=CC=C(C[C@H]2CO[C@H](CN2)C=2OC=C(N2)C)C=C1